BrC=1C=C2C(N(C(=NC2=C(C1)C)C=1C=C2C(=CN1)SC=C2)COCC[Si](C)(C)C)=O 6-bromo-8-methyl-2-thieno[2,3-c]pyridin-5-yl-3-(2-trimethylsilyl-ethoxymethyl)-3H-quinazolin-4-one